S-methyl-S-(4-chlorophenyl)sulfoximine CS(=O)(=N)C1=CC=C(C=C1)Cl